Thiophenyl β-D-galactopyranoside O([C@H]1[C@H](O)[C@@H](O)[C@@H](O)[C@H](O1)CO)C=1SC=CC1